N1N=C(C=C1)CC(=O)[O-] 1H-pyrazole-3-acetate